ON1CSC=C1 (2Z)-N-hydroxy-1,3-thiazole